N-(6-aminopyrimidine-4-yl)cyclopropylsulfonamide NC1=CC(=NC=N1)NS(=O)(=O)C1CC1